C1(CC1)CN1N=CC(=C1)C=1C(=CCN(C1)C)C1=CC=CC=C1 5-(1-(cyclopropylmethyl)-1H-pyrazol-4-yl)-1-methyl-4-phenyl-pyridin